NC[C@@H]1[C@@H]([C@@H]([C@H]2NC(NC[C@H]2O1)=O)O)O (4aR,6R,7R,8R,8aR)-6-(aminomethyl)-7,8-dihydroxyhexahydro-1H-pyrano[3,2-d]pyrimidin-2(3H)-one